C(#N)N1[C@@H](C[C@@H](C1)OC)C(=O)N(C=1SC=C(N1)C1=CC=CC=C1)C (2S,4S)-1-cyano-4-methoxy-N-methyl-N-(4-phenylthiazol-2-yl)pyrrolidine-2-carboxamide